2-amino-3-(benzyloxy)propanoic acid NC(C(=O)O)COCC1=CC=CC=C1